(S)-2-(tetrahydrofuran-3-yl)-6-vinylquinazoline O1C[C@@H](CC1)C1=NC2=CC=C(C=C2C=N1)C=C